2-[(3R)-pyrrolidin-3-yl]propanoic acid tetrahydrochloride Cl.Cl.Cl.Cl.N1C[C@H](CC1)C(C(=O)O)C